COC=1C=C(C=CC1OC)C1COC2=C(C(=CC=C2C1C1=CC=C(C=C1)OC)O)C 1-cis-3-(3,4-dimethoxyphenyl)-4-(4-methoxyphenyl)-8-methylchroman-7-ol